N1C(=NC=C1)C[C@H](CC(C)C)NC1=NC(=NC=2CC(CCC12)(C)C)N1CC2(CN(C2)C(C=C)=O)CC1 1-(6-(4-(((2S)-1-(1H-imidazol-2-yl)-4-methyl-2-pentanyl)amino)-7,7-dimethyl-5,6,7,8-tetrahydro-2-quinazolinyl)-2,6-diazaspiro[3.4]octan-2-yl)-2-propen-1-one